tert-butyl (2S,4S)-2-(cyanomethyl)-4-(6-fluoro-7-(5-fluoroquinolin-8-yl)-4-(methylthio)-8-(trifluoromethyl)-1H-[1,2,3]triazolo[4,5-c]quinolin-1-yl)piperidine-1-carboxylate C(#N)C[C@H]1N(CC[C@@H](C1)N1N=NC=2C(=NC=3C(=C(C(=CC3C21)C(F)(F)F)C=2C=CC(=C1C=CC=NC21)F)F)SC)C(=O)OC(C)(C)C